1-(4-(4-bromo-1H-pyrazol-1-yl)butyl)-indole BrC=1C=NN(C1)CCCCN1C=CC2=CC=CC=C12